6-Cyclopentyl-2-methylpyrimidin-1-yloxy-4-(4-iodopyrazol-1-yl)benzonitrile C1(CCCC1)C1=CC=NC(N1OC1=C(C#N)C=CC(=C1)N1N=CC(=C1)I)C